C(C)(C)(C)OC(NCCC[C@@H]1C(NC(C1)(C)C)=O)=O (S)-(3-(5,5-dimethyl-2-oxopyrrolidin-3-yl)propyl)carbamic acid tert-butyl ester